4-(4-(benzo[d]thiazol-2-ylcarbamoyl)-3-fluorobenzylidene)-N-(4-(trifluoromethyl)phenyl)piperidine-1-carboxamide S1C(=NC2=C1C=CC=C2)NC(=O)C2=C(C=C(C=C1CCN(CC1)C(=O)NC1=CC=C(C=C1)C(F)(F)F)C=C2)F